C(C)SC1=CC(=C(C(=O)O)C=C1)N1CCC2(CC2)CC1 4-(ethylsulfanyl)-2-(6-azaspiro[2.5]oct-6-yl)benzoic acid